5-methoxy-2-(2-methylpyridin-3-yl)benzaldehyde COC=1C=CC(=C(C=O)C1)C=1C(=NC=CC1)C